(3R,4R)-1-[(3S)-7-(ethylamino)-5-fluoro-3-methyl-2-oxo-dihydro-indol-3-yl]-4-phenyl-piperidine-3-carboxamide C(C)NC=1C=C(CC2[C@](C(NC12)=O)(C)N1C[C@@H]([C@@H](CC1)C1=CC=CC=C1)C(=O)N)F